1-(3-fluorophenyl)-1H-imidazole-4-amine hydrochloride Cl.FC=1C=C(C=CC1)N1C=NC(=C1)N